C(C(=C)C)(=O)OCCC[SiH](OCCCC)OCCCC Dibutoxysilylpropyl methacrylate